5-fluoro-N-methyl-N-(2,2,2-trifluoro-1-(3-methyl-4-(trifluoromethyl)phenyl)ethyl)pyridine-3-sulfonamide FC=1C=C(C=NC1)S(=O)(=O)N(C(C(F)(F)F)C1=CC(=C(C=C1)C(F)(F)F)C)C